3-(5-((3-(4-((4'-chloro-5,5-dimethyl-3,4,5,6-tetrahydro-[1,1'-biphenyl]-2-yl)methyl)piperazin-1-yl)propyl)thio)-2-methyl-4-oxoquinazolin-3(4H)-yl)piperidine-2,6-dione ClC1=CC=C(C=C1)C1=C(CCC(C1)(C)C)CN1CCN(CC1)CCCSC1=C2C(N(C(=NC2=CC=C1)C)C1C(NC(CC1)=O)=O)=O